C12(CC3CC(CC(C1)C3)C2)CN2N=CC(=C2C)C2=C(C=3N(C=C2)C(=CN3)NC3=C(C(=O)O)C=CC=N3)C(=O)OC 2-((7-(1-(adamantan-1-ylmethyl)-5-methyl-1H-pyrazol-4-yl)-8-(methoxycarbonyl)imidazo[1,2-a]pyridin-3-yl)amino)nicotinic acid